BrC=1C=C2C(OCC3=CN=C(C=C3C=3SC(=C(NS(C(C1OC)=C2)(=O)=O)C3)Cl)OC)=O 19-bromo-5-chloro-10,20-dimethoxy-2,2-dioxo-15-oxa-2λ6,6-dithia-3,11-diazatetracyclo[15.3.1.14,7.08,13]docosa-1(21),4,7(22),8,10,12,17,19-octaen-16-one